Dibenzyl (2R,4R)-4-(phenylselanyl)pyrrolidine-1,2-dicarboxylate C1(=CC=CC=C1)[Se][C@@H]1C[C@@H](N(C1)C(=O)OCC1=CC=CC=C1)C(=O)OCC1=CC=CC=C1